5-fluoro-2-(1-(2,2,2-trifluoroethyl)-1H-pyrazol-4-yl)pyridin FC=1C=CC(=NC1)C=1C=NN(C1)CC(F)(F)F